(S)-1-(4-(6-bromobenzo[d]thiazol-2-yl)-6,7-dihydro-1H-imidazo[4,5-c]pyridin-5(4H)-yl)-3-(thiazol-2-yl)propan-1-one BrC1=CC2=C(N=C(S2)[C@H]2N(CCC3=C2N=CN3)C(CCC=3SC=CN3)=O)C=C1